(E)-3,3-dimethyl-1-(2-((5-oxo-5-phenoxypentyl)oxy)ethyl)indol CC1(CN(C2=CC=CC=C12)CCOCCCCC(OC1=CC=CC=C1)=O)C